Cl.N[C@H](CNC(=O)[C@H]1[C@](C1)(C1=CC=CC=C1)C)CC1=CC(=C(C=C1)O)C (1R,2S)-N-((S)-2-amino-3-(4-hydroxy-3-methylphenyl)propyl)-2-methyl-2-phenylcyclopropane-1-carboxamide hydrochloride